N-[6-(5-chloro-1,3-benzoxazol-2-yl)spiro[3.3]heptan-2-yl]-2-(1,1-dioxothian-3-yl)acetamide ClC=1C=CC2=C(N=C(O2)C2CC3(CC(C3)NC(CC3CS(CCC3)(=O)=O)=O)C2)C1